(R)-N-(7-Hydroxyamino-7-oxoheptyl)-2-(chroman-4-ylamino)pyrimidine-5-carboxamide ONC(CCCCCCNC(=O)C=1C=NC(=NC1)N[C@@H]1CCOC2=CC=CC=C12)=O